4-(3,5-difluoro-4-(morpholinomethyl)phenyl)-5-(4,6-dihydroxy-3'-isopropyl-[1,1'-biphenyl]-3-yl)-N-ethylisoxazole-3-carboxamide FC=1C=C(C=C(C1CN1CCOCC1)F)C=1C(=NOC1C=1C=C(C(=CC1O)O)C1=CC(=CC=C1)C(C)C)C(=O)NCC